COC1=C(SC=C1)CC(=O)N 3-methoxythien-2-ylacetamide